C(#N)C1=C(CCNC1)[NH-] (5-cyano-1,2,3,6-tetrahydropyridin-4-yl)amide